Cl.O=C1NC(CC[C@@H]1NC(=O)C=1C=CC2=C(OC[C@@H]3N2CCNC3)N1)=O |&1:18| rac-N-((S)-2,6-dioxopiperidin-3-yl)-1,2,3,4,4a,5-hexahydropyrazino[1,2-d]pyrido[2,3-b][1,4]oxazine-8-carboxamide hydrochloride